methyl-(2-propynyl)phosphinic acid 3-butenyl ester C(CC=C)OP(=O)(CC#C)C